[P].[Ga].OC1=CC=C(C=C1)C(CN1N=NC(=C1)C1=CC=C(C=C1)C)=O 1-(4-hydroxyphenyl)-2-(4-(p-tolyl)-1H-1,2,3-triazol-1-yl)ethan-1-one gallium phosphorus